C(C1=CC=CC=C1)O[C@@](C(=O)NNC(=O)C1=NC(=C(C=C1[N+](=O)[O-])C(F)(F)F)NC(CC=C)(C([2H])([2H])[2H])C([2H])([2H])[2H])(CCC=C)C(F)(F)F N'-[(2R)-2-benzyloxy-2-(trifluoromethyl)hex-5-enoyl]-6-[1,1-bis(trideuteriomethyl)but-3-enylamino]-3-nitro-5-(trifluoromethyl)pyridine-2-carbohydrazide